FC1([C@@H]([C@H](CCC1)N1CCN(CC1)C(C)C)NC(=O)N1C[C@@H]2[C@H](C1)CC(C2)C2=CC(=CC=C2)C)F (3aR,5R,6aS)-N-{(1R,6S)-2,2-difluoro-6-[4-(propan-2-yl)piperazin-1-yl]cyclohexyl}-5-(3-methylphenyl)hexahydrocyclopenta[c]pyrrole-2(1H)-Carboxamide